6-({[1,1'-Biphenyl]-3-yl}methyl)-2-oxo-1,7-diazaspiro[4.5]decane-7-carboxylic acid tert-butyl ester C(C)(C)(C)OC(=O)N1C(C2(CCC(N2)=O)CCC1)CC=1C=C(C=CC1)C1=CC=CC=C1